C(C)(C)(C)OC(=O)N1[C@@H]([C@@H](CC1)O)C(=O)O (2S,3R)-1-tert-butoxycarbonyl-3-hydroxy-pyrrolidine-2-carboxylic acid